BrC=1C=C(N2N=CN=C(C21)N)C2CCN(CC2)C 5-bromo-7-(1-methylpiperidin-4-yl)pyrrolo[2,1-f][1,2,4]Triazin-4-amine